[C@@H]1([C@H](O)[C@H](O)[C@H](O1)CO)N1C(N=CC=C1)=O 1-(β-D-Ribofuranosyl)-2(1H)-pyrimidinone